4-methylsulfonyl-1-[4-(4,4,5,5-tetramethyl-1,3,2-dioxaborolan-2-yl)phenyl]piperidine CS(=O)(=O)C1CCN(CC1)C1=CC=C(C=C1)B1OC(C(O1)(C)C)(C)C